N6-[6-[2-(2-chloroethoxy)ethoxy]-2-pyridyl]-N1-methyl-4-[2-[1-(2-trimethylsilylethoxymethyl)benzotriazol-5-yl]ethynyl]-2,7-naphthyridine-1,6-diamine ClCCOCCOC1=CC=CC(=N1)NC=1C=C2C(=CN=C(C2=CN1)NC)C#CC1=CC2=C(N(N=N2)COCC[Si](C)(C)C)C=C1